tert-butyl (2S,6S)-4-(3-(cyclobutylcarbamoyl)-6-(N-(1-methylcyclopropyl)sulfamoyl)imidazo[1,2-a]pyridin-8-yl)-2,6-dimethylpiperazine-1-carboxylate C1(CCC1)NC(=O)C1=CN=C2N1C=C(C=C2N2C[C@@H](N([C@H](C2)C)C(=O)OC(C)(C)C)C)S(NC2(CC2)C)(=O)=O